6-methoxy-N-[(1R)-2-methoxy-1-methyl-ethyl]-8-[4-(trifluoromethyl)phenyl]quinoline-3-carboxamide COC=1C=C2C=C(C=NC2=C(C1)C1=CC=C(C=C1)C(F)(F)F)C(=O)N[C@@H](COC)C